[I-].C(C)=C1NC=CC=C1 2-ethylidenepyridine iodide